3,4-dihydroxybenzoyl-hydrazine OC=1C=C(C(=O)NN)C=CC1O